BrC1=NN(C=C1CC=1N=C2N(C=C(C=C2)N2CCOCC2)C1)C 4-(2-((3-bromo-1-methyl-1H-pyrazol-4-yl)methyl)imidazo[1,2-a]pyridine-6-yl)morpholine